C(C1=CC=CC=C1)OC(=O)N1C[C@@H](N([C@@H](C1)C)CCOC1=NC=C(C=C1)N(C(=O)OC)CCC(=O)N)C.C1(=CC=CC=C1)N(C1=CC=CC=C1)CC(C)=O diphenylaminoacetone Benzyl-(3S,5R)-4-(2-((5-((3-amino-3-oxopropyl)(methoxycarbonyl)amino)pyridin-2-yl)oxy)ethyl)-3,5-dimethylpiperazine-1-carboxylate